COC1C(N(CCC1)C(=O)C=1C=C2N=CC=NC2=CC1)C (±)-(3-Methoxy-methyl-piperidin-1-yl)-quinoxalin-6-yl-methanone